bromo-N-(2-methyl-6-nitro-phenyl)pyrimidin-5-amine BrC1=NC=C(C=N1)NC1=C(C=CC=C1[N+](=O)[O-])C